[15NH2][C@@H]([C@@H](C)CC)C(=O)O isoleucine-15N